2-(2-hydroxyprop-2-yl)cyclopropane-1-carboxamide OC(C)(C)C1C(C1)C(=O)N